O1[C@H](C1)[C@@H]1[C@H](C1)C(=O)OCCCC butyl (1S,2S)-2-((S)-oxiran-2-yl)cyclopropane-1-carboxylate